benzoic acid methyl ester (methyl 4-(4-((4-(1-(3-(trifluoromethyl)-7,8-dihydro-[1,2,4]triazolo[4,3-b]pyridazin-6-yl)piperidin-4-yl)phenyl)ethynyl)piperidine-1-carbonyl)benzoate) CC1=C(C(=O)O)C=CC(=C1)C(=O)N1CCC(CC1)C#CC1=CC=C(C=C1)C1CCN(CC1)C=1CCC=2N(N1)C(=NN2)C(F)(F)F.COC(C2=CC=CC=C2)=O